FC1=C(C=C(C=C1)N1C(=C(C2=CC(=CC=C12)O)C1CC(C1)C=1N=NNN1)C(C)C)C 1-(4-fluoro-3-methyl-phenyl)-2-isopropyl-3-[3-(2H-tetrazol-5-yl)cyclobutyl]Indol-5-ol